FC=1C=C2C(=C(NC2=C(C1)F)C1=CC=C(C=C1)F)C1=NN=C(O1)O 5-[5,7-difluoro-2-(4-fluorophenyl)-1H-indol-3-yl]-1,3,4-oxadiazol-2-ol